C(C)OC(C(CC(C)C)N1C(C=CC(=C1)CCN1CCC1)=O)=O.N1(CCC1)CCC=1C=CC(N(C1)C(C(=O)O)CC(C)C)=O 2-(5-(2-(azetidin-1-yl)ethyl)-2-oxopyridin-1(2H)-yl)-4-methylpentanoic acid Ethyl-2-(5-(2-(azetidin-1-yl)ethyl)-2-oxopyridin-1(2H)-yl)-4-methylpentanoate